C1(CC2=C1C=CC=C2)=O benzocyclobutene-1-one